C(#N)C1(CC1)C1=CC(=NC=C1)C(=O)NC1=CC(=C(C=C1)C)C=1C=NC2=CC(=NC=C2C1)NC 4-(1-Cyanocyclopropyl)-N-(4-methyl-3-(7-(methylamino)-1,6-naphthyridin-3-yl)phenyl)picolinamide